OC(C)(C)C1=NC=C(C=N1)C=1C=CC=2N(C1)C1=C(N2)CCCC1C1=C(C=CC=C1)O 2-(2-(2-(2-hydroxypropan-2-yl)pyrimidin-5-yl)-6,7,8,9-tetrahydrobenzo[4,5]imidazo[1,2-a]pyridin-9-yl)phenol